(S)-3-methyl-1-(1-(3,3,3-trifluoropropyl)pyrrolidin-3-yl)-3,4,6,7,8,9-hexahydro-5H-pyrazolo[3,4-c]isoquinolin-5-one CN1N=C(C2=C1NC(C=1CCCCC21)=O)[C@@H]2CN(CC2)CCC(F)(F)F